FC(C=1C=C(C=CC1)[Si](OC)(OC)OC)(F)F m-(trifluoromethyl)phenyl-trimethoxysilane